BrC=1C=C(C(=C(\C=N\S(=O)C(C)(C)C)C1)F)F (E)-N-(5-bromo-2,3-difluorobenzylidene)-2-methylpropane-2-sulfinamide